[Si](C)(C)(C(C)(C)C)O[C@@H]1C[C@@H]([C@H](CC1)NC(OC(C)(C)C)=O)CO tert-butyl ((1S,2S,4S)-4-((tert-butyldimethylsilyl)oxy)-2-(hydroxymethyl)cyclohexyl)carbamate